Dimethyl 2-(3-bromopropyl)-2-(3,4-dimethoxyphenyl)malonate BrCCCC(C(=O)OC)(C(=O)OC)C1=CC(=C(C=C1)OC)OC